NC1=C(C=CC(=C1)Cl)S(=O)(=O)N(CC(=O)O)[C@H](C(=O)OC(C)(C)C)C(C)C1=C(C(=CC=C1F)C)C N-((2-amino-4-chlorophenyl)sulfonyl)-N-((2S)-1-(tert-butoxy)-3-(6-fluoro-2,3-dimethylphenyl)-1-oxobutan-2-yl)glycine